(2S,5R)-N-(2-(2-chloro-4-methylphenyl)propan-2-yl)-5-(hydroxymethyl)morpholine-2-carboxamide hydrochloride Cl.ClC1=C(C=CC(=C1)C)C(C)(C)NC(=O)[C@@H]1CN[C@@H](CO1)CO